7-bromo-6-methylbenzo[d]thiazole BrC1=C(C=CC=2N=CSC21)C